(trimethylamylamino)-1,2-dihydroacenaphthylene-1-ol CC(CCCCNC1(CC2=CC=CC3=CC=CC1=C23)O)(C)C